2-(4-amino-7-(1H-pyrazol-5-yl)-2H-pyrazolo[4,3-c]quinolin-2-yl)-N,N-dimethylacetamide NC1=NC=2C=C(C=CC2C=2C1=CN(N2)CC(=O)N(C)C)C2=CC=NN2